N'-(4-iodoisoquinolin-1-yl)-N,N-dimethylformimidamide IC1=CN=C(C2=CC=CC=C12)N=CN(C)C